ClCC(=O)N(C1=CC=C(C=C1)[N+](=O)[O-])CC 2-chloro-N-ethyl-N-(4-nitrophenyl)acetamide